1,3-dimethyl-3-(N,N-dimethylaminosulfonylmethyl)-2-oxo-benzo[g]indole CN1C(C(C2=CC=C3C(=C12)C=CC=C3)(CS(=O)(=O)N(C)C)C)=O